C(CCCCCCC)C=1C(=C(C=CC1)OC(NC1CC(CC(C1)(C)C)(C)CNC(=S)OC1=C(C(=CC=C1)CCCCCCCC)CCCCCCCC)=S)CCCCCCCC 3-((dioctylphenoxy)thiocarbonylamino-methyl)-3,5,5-trimethylcyclohexylthiocarbamic acid (dioctylphenyl) ester